PROPANOATE C(CC)(=O)[O-]